2-[[4-chloro-3-(4-methylthiazol-2-yl)pyrrolo[2,3-b]pyridin-1-yl]methoxy]ethyl-trimethyl-silane ClC1=C2C(=NC=C1)N(C=C2C=2SC=C(N2)C)COCC[Si](C)(C)C